C[C@@H]1CN(C[C@@H](N1)C)C1=C2C=NC(=NC2=C(C=C1)C(=O)NC1=CC2=CN(N=C2C(=C1)OC1=CN=NC=C1)C)OC 5-[(3R,5S)-3,5-dimethylpiperazin-1-yl]-2-methoxy-N-[2-methyl-7-(pyridazin-4-yloxy)indazol-5-yl]quinazoline-8-carboxamide